5-Bromo-2-ethoxy-1-fluoro-3-nitrobenzene BrC=1C=C(C(=C(C1)F)OCC)[N+](=O)[O-]